ethyl 4-[[2-(4-hydroxy-3-methoxyphenyl) imidazo[1,2-a]pyrazin-3-yl]amino]benzoate OC1=C(C=C(C=C1)C=1N=C2N(C=CN=C2)C1NC1=CC=C(C(=O)OCC)C=C1)OC